3-(5-(1-((1H-1,2,3-triazol-5-yl)methyl)piperidin-4-yl)-3-isopropyl-1H-indol-2-yl)-1-methyl-1H-pyrrolo[2,3-b]pyridine N1N=NC=C1CN1CCC(CC1)C=1C=C2C(=C(NC2=CC1)C1=CN(C2=NC=CC=C21)C)C(C)C